alpha-ketovalerate O=C(C(=O)[O-])CCC